(3-((4-amino-6-chloro-1,3,5-triazin-2-yl)amino)phenyl)acrylamide NC1=NC(=NC(=N1)Cl)NC=1C=C(C=CC1)C(C(=O)N)=C